3-acrylamidopropyl methyl ether COCCCNC(C=C)=O